magnesium D-Biotinate C(CCCC[C@@H]1SC[C@@H]2NC(=O)N[C@H]12)(=O)[O-].[Mg+2].C(CCCC[C@@H]1SC[C@@H]2NC(=O)N[C@H]12)(=O)[O-]